[E]-beta-Ocimen C=C\C(\C)=C\CC=C(C)C